C(C)(C)(C)OC(N[C@@H](C)C=1N(C(C2=C(C=CC=C2C1)Cl)=O)C1=CC=CC=C1)=O (S)-(1-(8-chloro-1-oxo-2-phenyl-1,2-dihydroisoquinolin-3-yl)ethyl)carbamic acid tert-butyl ester